C(CCC)OB(O)O n-butyl-boric acid